CS(=O)(=O)N(C1=C(C=C(C(=C1)N1N=C(N(C1=O)C(F)F)C([2H])([2H])[2H])Cl)Cl)S(=O)(=O)C bis(methylsulfonyl)(2,4-dichloro-5-{4-(difluoromethyl)-3-[(2H3)methyl]-5-oxo-1,4-dihydro-1,2,4-triazol-1-yl}phenyl)amine